C(C)(C)(C)C1=CC=C(C(=N1)OC1=C(C=C(C=C1C)C)C)C(=O)NS(=O)(=O)C1=C(C=CC=C1)C#N 6-tert-Butyl-N-(2-cyanophenyl)sulfonyl-2-(2,4,6-trimethylphenoxy)pyridin-3-carboxamid